ClC=1C(=C2C(=NC1C)CN(C2)C(=O)[C@H]2CN(CC2)C=2C=NC(=NC2)C(F)(F)F)C (3-chloro-2,4-dimethyl-5,7-dihydropyrrolo[3,4-b]pyridin-6-yl)-[(3R)-1-[2-(trifluoromethyl)pyrimidin-5-yl]pyrrolidin-3-yl]methanone